C(C)(C)N1C(=NN=C1)C=1SC(=CN1)NC(=O)NC=1SC=2CCC(NC2N1)C(=O)C=1N(C=CC1)C 1-(2-(4-isopropyl-4H-1,2,4-triazol-3-yl)thiazol-5-yl)-3-(5-(1-methyl-1H-pyrrole-2-carbonyl)-4,5,6,7-tetrahydrothiazolo[5,4]pyridin-2-yl)urea